4-methyl-1-vinylnaphthalene CC1=CC=C(C2=CC=CC=C12)C=C